FC1=C(C=CC=C1F)[C@@H]1N(OCC1)C1=CC(=NC=N1)NC1=C(C=C(C=C1)N1CCC(CC1)N1[C@@H](CN(CC1)C)C)OC 6-((R)-3-(2,3-difluorophenyl)isoxazolidin-2-yl)-N-(4-(4-((R)-2,4-dimethylpiperazin-1-yl)piperidin-1-yl)-2-methoxy-phenyl)pyrimidin-4-amine